CC1=CC2=C(N=C(N=C2NCC(CC2=CC=CC=C2)O)C(F)(F)F)S1 1-((6-methyl-2-(trifluoromethyl)thieno[2,3-d]pyrimidin-4-yl)amino)-3-phenylpropan-2-ol